Cl[Si](C1=CC=CC=C1)(C1=CC=CC=C1)C(C)(C)C chloro(2-methylpropane-2-yl)diphenylsilane